BrC=1C(=CC(=C(C(=O)NS(=O)(=O)C2=NC(=CC=C2)NC(CC[C@@H]2CNC(C2)(C)C)C2=NC=CC(=C2)C(C)(C)C)C1)F)C(C)(C)C 5-Bromo-4-tert-butyl-N-[[6-[[1-(4-tert-butyl-2-pyridyl)-3-[(3S)-5,5-dimethylpyrrolidin-3-yl]propyl]amino]-2-pyridyl]sulfonyl]-2-fluoro-benzamide